1-(11Z-eicosenoyl)-2-(9Z-pentadecenoyl)-glycero-3-phospho-(1'-sn-glycerol) CCCCCCCC/C=C\CCCCCCCCCC(=O)OC[C@H](COP(=O)(O)OC[C@H](CO)O)OC(=O)CCCCCCC/C=C\CCCCC